propyl-4-oxobutanoate C(CC)OC(CCC=O)=O